C(C)OC[C@@H]1N(C2=C(OC1)N=CC(=C2)CC2=CC=C(C=C2)F)C(C)=O 1-((S)-2-(ethoxymethyl)-7-(4-fluorobenzyl)-2,3-dihydro-1H-pyrido[2,3-b][1,4]oxazin-1-yl)ethan-1-one